(R,Z)-N-(3-(1,3-dioxoisoindolin-2-yl)-1-phenylpropyl)-4-(trifluoromethyl)benzimidoyl cyanide O=C1N(C(C2=CC=CC=C12)=O)CC[C@H](C1=CC=CC=C1)\N=C(\C1=CC=C(C=C1)C(F)(F)F)/C#N